N-(4-(2,6-dimethylmorpholino)phenyl)-2-methyl-2H-indazol-5-amine CC1OC(CN(C1)C1=CC=C(C=C1)NC1=CC2=CN(N=C2C=C1)C)C